8-methyl-7-oxo-7,8-dihydropyrido[2,3-d]pyrimidine-6-carboxylic acid CN1C(C(=CC2=C1N=CN=C2)C(=O)O)=O